Cl.CC1=CNC2=NC=CC(=C21)N2CCSC(=C2)C(=O)N[C@@H]2CNCCC2 (S)-4-(3-methyl-1H-pyrrolo[2,3-b]pyridin-4-yl)-N-(piperidin-3-yl)-3,4-dihydro-2H-1,4-thiazine-6-carboxamide hydrochloride